3-bromo-N,N-diethyl-1-propylamine BrCCCN(CC)CC